Methyl 1-[6-Fluoro-5-(5-hydroxy-1H-indol-2-yl)pyridin-2-yl]azetidine-3-carboxylate FC1=C(C=CC(=N1)N1CC(C1)C(=O)OC)C=1NC2=CC=C(C=C2C1)O